COC=1C=C2C=CN(C2=CC1)C[C@@H](C)N(C)C (R)-1-(5-METHOXY-1H-INDOL-1-YL)-N,N-DIMETHYLPROPAN-2-AMINE